FC1=CC(=NC=C1F)NC(N(CC1=NNC(=C1)C(F)(F)F)C=1C=NC(=NC1)OC)=O 3-(4,5-Difluoropyridin-2-yl)-1-(2-methoxypyrimidin-5-yl)-1-((5-(trifluoromethyl)-1H-pyrazol-3-yl)methyl)urea